ClC1=C(C(=NC(=N1)C1=NC=CC=C1)NC1=CC(=CC=C1)F)C(F)(F)F 6-chloro-N-(3-fluorophenyl)-2-(2-pyridyl)-5-(trifluoromethyl)-4-pyrimidinamine